FC1=CC=C(C=C1)C1=CC(=CN1S(=O)(=O)C1=CC=C(C=C1)F)CNC([2H])([2H])[2H] N-((5-(4-fluorophenyl)-1-((4-fluorophenyl)sulfonyl)-1H-pyrrol-3-yl)methyl)methane-d3-Amine